C(CC(C)C)Br 1-isopentylbromide